N-(3-Bromo-2-chlorophenyl)-1,5-dimethyl-4,5,6,7-tetrahydro-1H-imidazo[4,5-c]pyridine-2-carboxamide BrC=1C(=C(C=CC1)NC(=O)C=1N(C2=C(CN(CC2)C)N1)C)Cl